2-(3-triethoxysilylpropyl-carbamoyl)benzoic acid C(C)O[Si](CCCNC(=O)C1=C(C(=O)O)C=CC=C1)(OCC)OCC